ClC=1C=C(C=CC1)/C=C/CC1=C(C=C(C(=C1)OC)OC)O (E)-3-(3-chlorophenyl)-1-(2-hydroxy-4,5-dimethoxyphenyl)prop-2-en